6-(bicyclo[3.1.0]hex-3-yloxy)-4-(6-(6-((6-methoxypyridin-3-yl)methyl)-3,6-diazabicyclo[3.1.1]hept-3-yl)pyridin-3-yl)pyrazolo[1,5-a]pyridine-3-carbonitrile C12CC(CC2C1)OC=1C=C(C=2N(C1)N=CC2C#N)C=2C=NC(=CC2)N2CC1N(C(C2)C1)CC=1C=NC(=CC1)OC